C(#N)C1=CC(=C(COC2=CC=CC(=N2)N2CC3=C(C2)CN(C3)CC3=NC2=C(N3CC3COC3)C=C(C=C2)C(=O)O)C=C1)F 2-((5-(6-((4-cyano-2-fluorobenzyl)oxy)pyridin-2-yl)-3,4,5,6-tetrahydropyrrolo[3,4-c]pyrrol-2(1H)-yl)methyl)-1-(oxetan-3-ylmethyl)-1H-benzo[d]imidazole-6-carboxylic acid